5-chloro-3-(2-methylpyridin-3-yl)-9,10-dihydro-3H-7-oxa-1,3,6,10-tetraazacyclohepta[de]naphthalene-2(8H)-one ClC1=CC=2N(C(N=C3C2C(=N1)OCCN3)=O)C=3C(=NC=CC3)C